N-(methanesulfonyl)-5-((tetrahydro-2H-pyran-4-yl)oxy)benzamide CS(=O)(=O)NC(C1=CC=CC(=C1)OC1CCOCC1)=O